2-(3-phenylphenyl)ethyl acrylate C(C=C)(=O)OCCC1=CC(=CC=C1)C1=CC=CC=C1